C(C=C)(=O)OCC1C(OC1)C(F)(F)F 3-(acryloxymethyl)-2-trifluoromethyl-oxetane